butyl ((perfluorophenoxy)(phenoxy)phosphoryl)-L-alaninate FC1=C(OP(=O)(OC2=CC=CC=C2)N[C@@H](C)C(=O)OCCCC)C(=C(C(=C1F)F)F)F